4-(3,5-dimethylphenyl)-2-methyl-1H-indene CC=1C=C(C=C(C1)C)C1=C2C=C(CC2=CC=C1)C